C(C)(C)OCOC(=O)NC(C(=O)O)C (((1-(isopropoxy)methoxy)carbonyl)amino)propanoic acid